C12C(CCCCCC1)O2 1,2-Epoxycyclooctane